COC1=CC=C(C=C1)N1C(N(C(C1)=O)CC1=CC(=C(OC(C(=O)O)(C)C)C(=C1)C)C)=O 2-(4-((3-(4-Methoxyphenyl)-2,5-dioxoimidazolin-1-yl)methyl)-2,6-dimethylphenoxy)-2-methylpropionic acid